tert-butyl (3S,4R)-3-((((benzyloxy)carbonyl)amino)methyl)-4-methoxypyrrolidine-1-carboxylate C(C1=CC=CC=C1)OC(=O)NC[C@H]1CN(C[C@@H]1OC)C(=O)OC(C)(C)C